IC=1C=C2C(=CC(NC2=CC1)=O)C1=CC=CC=C1 6-iodo-4-phenylquinolin-2(1H)-one